1,2-diethoxy-1,1,2,2-tetraphenylethane C(C)OC(C(C1=CC=CC=C1)(C1=CC=CC=C1)OCC)(C1=CC=CC=C1)C1=CC=CC=C1